6-methyl-2,4-diphenylquinoline CC=1C=C2C(=CC(=NC2=CC1)C1=CC=CC=C1)C1=CC=CC=C1